FC(C(O)(OC(C(C(F)(F)F)(F)F)(F)F)OC(C(C(F)(F)F)(F)F)(F)F)(C(F)(F)F)F perfluoropropoxy-2,3,3,3-tetrafluoropropoxy-2,3,3,3-tetrafluoropropanol